5-fluoro-2-methyl-1,3-benzothiazole FC=1C=CC2=C(N=C(S2)C)C1